ClC=1C(=NC=C(C1)F)OC1CC2(CN(C2)C(=O)N2CC3(C2)NC(CC3)=O)C1 2-[6-[(3-chloro-5-fluoro-2-pyridyl)oxy]-2-azaspiro[3.3]heptane-2-carbonyl]-2,5-diazaspiro[3.4]octan-6-one